4-amino-7-(2,4-di-C-methyl-β-D-ribofuranosyl)-7H-pyrrolo[2,3-d]pyrimidine NC=1C2=C(N=CN1)N(C=C2)[C@H]2[C@](O)([C@H](O)[C@](O2)(CO)C)C